C(C1=CC=CC=C1)(=O)OCCCCCC(C(C1=CC=CC=C1)=O)N(CC)CC diethylaminobenzoylhexyl benzoate